S1C(=NC2=C1C=CC=C2)SCNC(=O)NCSC=2SC1=C(N2)C=CC=C1 1,3-bis[(2-benzothiazolylthio)methyl]urea